N-((1R,3r,5S,6r)-3-(6-chloro-1H-indazol-4-yl)-3-hydroxybicyclo[3.1.0]hexan-6-yl)isoxazole-4-carboxamide ClC1=CC(=C2C=NNC2=C1)C1(C[C@H]2C([C@H]2C1)NC(=O)C=1C=NOC1)O